stearyl octanoate (stearyl octanoate) C(CCCCCCCCCCCCCCCCC)C(C(=O)O)CCCCCC.C(CCCCCCC)(=O)OCCCCCCCCCCCCCCCCCC